P1(=O)(OC2=C(C=C(C=C2C(C)(C)C)C(C)(C)C)CC2=C(C(=CC(=C2)C(C)(C)C)C(C)(C)C)O1)[O-] 2,2'-methylenebis-(4,6-di-t-butylphenyl) phosphate